(rac)-trans-6-(3-hydroxycycloheptyl)-1-[1-[4-(trifluoromethoxy)benzoyl]-4-piperidyl]-3H-imidazo[4,5-b]pyridin-2-one O[C@@H]1C[C@H](CCCC1)C=1C=C2C(=NC1)NC(N2C2CCN(CC2)C(C2=CC=C(C=C2)OC(F)(F)F)=O)=O |r|